NC1=C(C2=C(C(N1C1=C(C(=CC=C1C)O)C)=O)SC(=N2)Br)C(=O)N 6-amino-2-bromo-5-(3-hydroxy-2,6-dimethylphenyl)-4-oxo-4,5-dihydrothiazolo[5,4-c]pyridine-7-carboxamide